tert-butyl(7-(4,4-difluoropiperidin-1-yl)-2-methylbenzo[d]oxazol-5-yl)carbamate C(C)(C)(C)OC(NC=1C=C(C2=C(N=C(O2)C)C1)N1CCC(CC1)(F)F)=O